(S)-N-(2-((5-(4-chloro-1-methyl-1H-pyrazol-5-yl)pyridin-2-yl)amino)-1-cycloHeptyl-2-oxoethyl)-3-ethylisoxazole-4-carboxamide ClC=1C=NN(C1C=1C=CC(=NC1)NC([C@H](C1CCCCCC1)NC(=O)C=1C(=NOC1)CC)=O)C